(R)-1-[3-methyl-1-(2,2,2-trifluoroethyl)-1H-pyrazolo[3,4-c]pyridin-5-yl]ethan-1-amine hydrochloride Cl.CC1=NN(C2=CN=C(C=C21)[C@@H](C)N)CC(F)(F)F